CC(C)(C)S(=O)NC(C=C)(CCC=C)C=1C=NC=CC1 2-methyl-N-(3-(pyridin-3-yl)hept-1,6-dien-3-yl)propan-2-sulfinamide